NC(COCCOCCOCC(C)N)C bis[2-(2-aminopropoxy) ethyl] ether